Cl.Cl.N[C@H](C(=O)N1[C@@H]2[C@H](CC1)[C@@](NC2)(C(=O)O)CCCCB(O)O)CC(C)C (3aS,4R,6aR)-1-((S)-2-amino-4-methylpentanoyl)-4-(4-boronobutyl)octahydropyrrolo[3,4-b]pyrrole-4-carboxylic acid dihydrochloride